FC(S(=O)(=O)C=1C(=NC=CC1)NC1=CC(=NC=C1C(CC)=O)NC(N(C)C)=O)F 3-(4-((3-((difluoromethyl)sulfonyl)pyridin-2-yl)amino)-5-propionylpyridin-2-yl)-1,1-dimethylurea